FC1(CCN(CC1)C1=NC(=CC(=N1)N1N=CC(=N1)C1=C(C=C(N)C=C1)N1CCC2(CC2)CC1)C)F 4-(2-(2-(4,4-difluoropiperidin-1-yl)-6-methylpyrimidin-4-yl)-2H-1,2,3-triazol-4-yl)-3-(6-azaspiro[2.5]octane-6-yl)aniline